COC(=O)C1=NC(=C(N=C1)OC)Br.ClC1=C(C(=CC=C1)Cl)CC(=O)NC1=CC(=NC=C1)N(C(C)=O)C1=CC(=C(C(=C1)F)OC)F N-{4-[2-(2,6-dichlorophenyl)acetamido]pyridin-2-yl}-N-(3,5-difluoro-4-methoxyphenyl)acetamide methyl-6-bromo-5-methoxypyrazine-2-carboxylate